C(CCCCCCC)N(CCOC1=CC=C(C(=O)N)C=C1)CCCCCCCC 4-(2-(dioctylamino)ethoxy)benzamide